2,4,6-trist-butyl-phenol C(C)(C)(C)C1=C(C(=CC(=C1)C(C)(C)C)C(C)(C)C)O